C12=CCC(CC1)N2 7-azabicyclo[2.2.1]heptaneN